O1C(CCC1)OCC=1C=C(OC2=CC=C(C#N)C=C2)C=CC1B1OC(C(O1)(C)C)(C)C 4-{3-[(oxolan-2-yloxy)methyl]-4-(tetramethyl-1,3,2-dioxaborolan-2-yl)phenoxy}benzonitrile